5-((2r,5s)-4-(cyclobutylmethyl)-2,5-dimethylpiperazin-1-yl)-2-(4-isopropyl-5-(8-methoxy-[1,2,4]triazolo[1,5-a]pyridin-6-yl)-1H-pyrazol-3-yl)thiazole C1(CCC1)CN1C[C@H](N(C[C@@H]1C)C1=CN=C(S1)C1=NNC(=C1C(C)C)C=1C=C(C=2N(C1)N=CN2)OC)C